4-((1H-1,2,3-triazol-1-yl)methyl)-2-oxabicyclo[2.1.1]hexan N1(N=NC=C1)CC12COC(C1)C2